CN1N=C2C(N(C=3C=CC(=CC23)C(=O)O)C2=CC=C(C=C2)C(F)(F)F)=N1 2-methyl-4-[4-(trifluoromethyl)phenyl]-2H,4H-[1,2,3]triazolo[4,5-b]indole-7-carboxylic acid